fluoro-2-deoxy-d-glucose [2H]C(=O)[C@@H]([C@H]([C@@H]([C@@H](CO)O)O)O)F